CC1=NOC(=N1)CC(CCC1CCOCC1)=O 1-(3-methyl-1,2,4-oxadiazol-5-yl)-4-tetrahydropyran-4-yl-butan-2-one